ClC1=C(C=C(C=C1OC)OC)C1=CC2=C(N=C(N=C2)NC2=CC=C(C=C2)N2CCN(CC2)C)N2C1=NN=C2 6-(2-chloro-3,5-dimethoxyphenyl)-N-(4-(4-methylpiperazin-1-yl)phenyl)-[1,2,4]triazolo[4',3':1,6]pyrido[2,3-d]pyrimidin-2-amine